N-(4-((2-(2-hydroxypropan-2-yl)-4-((1-(6-methylpyridin-3-yl)-1H-pyrazol-3-yl)oxy)phenyl)amino)-7-methoxyquinazolin-6-yl)acrylamide OC(C)(C)C1=C(C=CC(=C1)OC1=NN(C=C1)C=1C=NC(=CC1)C)NC1=NC=NC2=CC(=C(C=C12)NC(C=C)=O)OC